3-methyl-4-(1,3,3,5,7-pentamethyloctahydrobenzo[c]isoxazol-5-yl)benzonitrile CC=1C=C(C#N)C=CC1C1(CC2C(N(OC2(C)C)C)C(C1)C)C